(1S,2S,4R,6R,8S,9S,11S,12R,13S,19S)-8-[2-(4-Aminophenoxy)acetyl]-12,19-difluoro-11-hydroxy-9,13-dimethyl-6-propyl-5,7-dioxapentacyclo[10.8.0.02,9.04,8.013,18]icosa-14,17-dien-16-one NC1=CC=C(OCC(=O)[C@@]23O[C@@H](O[C@@H]2C[C@H]2[C@@H]4C[C@@H](C5=CC(C=C[C@@]5([C@]4([C@H](C[C@]32C)O)F)C)=O)F)CCC)C=C1